C(CCCCCC(C)(C)C)(=O)OOC(C)(C)CCC Tert-hexyl peroxyneodecanoate